CC(COCCCC)(COC)C 2,2-dimethyl-1-butoxy-3-methoxy-propane